Nickel bromid [Ni](Br)Br